(1R,2S,5S)-N-[(1S)-1-cyano-2-[(3S)-2-oxopyrrolidin-3-yl]ethyl]-3-[(2S)-3-methoxy-2-[(2,2,2-trifluoroacetyl)amino]propanoyl]-6,6-dimethyl-3-azabicyclo[3.1.0]hexane-2-carboxamide C(#N)[C@H](C[C@H]1C(NCC1)=O)NC(=O)[C@@H]1[C@H]2C([C@H]2CN1C([C@H](COC)NC(C(F)(F)F)=O)=O)(C)C